N1CC(C1)C1=CC=C(N=N1)C1=C(C=C(C=C1)C=1N=C(C=2N(C1)C=C(N2)C)C)O 2-(6-(azetidin-3-yl)pyridazin-3-yl)-5-(2,8-dimethylimidazo[1,2-a]pyrazin-6-yl)phenol